pyrimidine-5-carboxamide formate C(=O)O.N1=CN=CC(=C1)C(=O)N